COCCOCCOCCOCCOCCOCCOCCOC Heptaglyme